ClC1=CC=C2C3(C(NC2=C1)=O)C1(N[C@H]([C@@H]3C3=C(C(=CC=C3)Cl)F)C(=O)OCC)CC(C1)(CF)CF Ethyl (3R,4'S,5'R)-6''-chloro-4'-(3-chloro-2-fluorophenyl)-3,3-bis(fluoromethyl)-2''-oxo-1'',2''-dihydrodispiro[cyclobutane-1,2'-pyrrolidine-3',3''-indole]-5'-carboxylate